COC=1C=C([C@H]2OC=3C=C(C=C(C3C([C@@H]2O)=O)O)O)C=CC1O 3'-O-methyl-dihydroquercetin